O=C1CN(CC(N1)=O)C(C(C)N1CC(NC(C1)=O)=O)C 4-[2-(3,5-dioxo-1-piperazinyl)-1-methylpropyl]piperazine-2,6-dione